C(=O)(O)CSC1=C(C(=O)O)C=CC=C1 2-(carboxymethyl-thio)benzoic acid